O=C1N(CCC(N1)=O)C1=C2C=NNC2=CC(=C1)F 4-(2,4-dioxotetrahydropyrimidin-1(2H)-yl)-6-fluoro-1H-indazol